tert-butyl 4-(4-((2-(trifluoromethyl)pyrimidin-5-yl)oxy)phenyl)piperidine-1-carboxylate FC(C1=NC=C(C=N1)OC1=CC=C(C=C1)C1CCN(CC1)C(=O)OC(C)(C)C)(F)F